hexamethylenebis-(3,5-di-tert-butyl-4-hydroxy-phenyl-propionamide) C(C)(C)(C)C=1C=C(C=C(C1O)C(C)(C)C)C(C(=O)N)(C)CCCCCCC(C(=O)N)(C)C1=CC(=C(C(=C1)C(C)(C)C)O)C(C)(C)C